N1(C=NC=C1)CCCNC(=O)C=1SC(=NN1)C1=CC=CC=C1 N-(3-(1H-imidazol-1-yl)propyl)-5-phenyl-1,3,4-thiadiazole-2-carboxamide